rac-methyl (5aR,6S,7R,8R,8aS)-3-chloro-5a-(4-(difluoromethyl)phenyl)-8,8a-dihydroxy-1-methoxy-6-phenyl-5a,7,8,8a-tetrahydro-6H-cyclopenta[4,5]furo[3,2-c]pyridine-7-carboxylate ClC1=CC2=C(C(=N1)OC)[C@]1([C@@](O2)([C@@H]([C@H]([C@H]1O)C(=O)OC)C1=CC=CC=C1)C1=CC=C(C=C1)C(F)F)O |r|